(S)-N-(7-(3-hydroxy-3-methylbut-1-yn-1-yl)-5-methyl-4-oxo-2,3,4,5-tetrahydrobenzo[b][1,4]oxazepin-3-yl)-4-phenylpyridineamide OC(C#CC1=CC2=C(OC[C@@H](C(N2C)=O)NC(=O)C2=NC=CC(=C2)C2=CC=CC=C2)C=C1)(C)C